C(C1CO1)OC1=CC2=CC=C(C=C2C=C1)OCC1CO1 2,6-bis(glycidoxy)naphthalene